tert-butyl (2-(4-(2-amino-3,5-di-cyano-6-((pyridin-3-ylmethyl)thio)pyridin-4-yl)phenoxy)ethyl)carbamate NC1=NC(=C(C(=C1C#N)C1=CC=C(OCCNC(OC(C)(C)C)=O)C=C1)C#N)SCC=1C=NC=CC1